2-(6-(((1R,3s,5S)-1,5-dimethyl-8-azabicyclo[3.2.1]octan-3-yl)(methyl)amino)pyridazin-3-yl)-3,4-difluoro-5-(2-(methoxy-d3)pyridin-4-yl)phenol C[C@]12CC(C[C@](CC1)(N2)C)N(C2=CC=C(N=N2)C2=C(C=C(C(=C2F)F)C2=CC(=NC=C2)OC([2H])([2H])[2H])O)C